5-(2-fluorophenyl)-6-methyl[1,3]thiazolo[4,5-b]pyridine FC1=C(C=CC=C1)C1=C(C=C2C(=N1)N=CS2)C